NC1=CC=C(C=N1)C1N(OCC1)C(=O)C1CCN(CC1)C1=NC=CC(=N1)C#N 2-[4-[3-(6-Amino-3-pyridyl)isoxazolidine-2-carbonyl]-1-piperidyl]pyrimidine-4-carbonitrile